5-(2-(3-Fluoroazetidin-1-yl)ethyl)-2-methoxy-4-(trifluoromethyl)pyridine FC1CN(C1)CCC=1C(=CC(=NC1)OC)C(F)(F)F